[Au+3].CC(C(C)=O)(C(C)=O)C dimethyl-(acetylacetone) gold (III)